C(#N)CC1=CC=CC2=C1N=C(O2)C2=C1C=C(N=CC1=C(N=C2)NC)NC(=O)C2CC2 N-(5-(4-(cyanomethyl)benzo[d]oxazol-2-yl)-8-(methylamino)-2,7-naphthyridin-3-yl)cyclopropanecarboxamide